OC=1C=C(C(=O)NC([2H])([2H])[2H])C=CC1NCC#C 3-hydroxy-4-(prop-2-ynylamino)-N-(trideuteriomethyl)benzamide